C(C1=CC=CC=C1)O[C@]1(C2=NN=C(C=3C(=CC(=C(O[C@@H](CC=CCC1)C)N3)C(F)F)NC(OC(C)(C)C)=O)O2)C(F)(F)F tert-butyl N-[(6R,12R)-6-benzyloxy-15-(difluoromethyl)-12-methyl-6-(trifluoromethyl)-13,19-dioxa-3,4,18-triazatricyclo[12.3.1.12,5]nonadeca-1(18),2,4,9,14,16-hexaen-17-yl]carbamate